ClC1=C(C(=CC=C1)F)C1(CC1)C#N 1-(2-chloro-6-fluorophenyl)cyclopropane-1-carbonitrile